1-butyl-1-oxophospholene C(CCC)P1(C=CCC1)=O